naphtho[1,2-b:4,3-b']dithiophene S1C2=C(C=C1)C1=C(SC=C1)C1=CC=CC=C12